COC(C=1C(C(=O)OC)=CC(=C(C1)I)O)=O 4-hydroxy-5-iodophthalic acid dimethyl ester